6-methoxybenzo[D]thiazol-2-amine COC1=CC2=C(N=C(S2)N)C=C1